ClC1=CC(=C(C=N1)N1CC(C1)C1=NC=CC=C1C(C)C)OC N-(6-chloro-4-methoxypyridin-3-yl)-3-(3-isopropylpyridin-2-yl)azetidine